guanineOne N1C(N=O)=NC=2N=CNC2C1=O